BrCC1=C(C=C(C(=C1)SCCCCCCCCCCCC)CBr)SCCCCCCCCCCCC 1,4-bis(bromomethyl)-2,5-bis(dodecylthio)-benzene